O=C1NC(CCC1N1C(C2=C(C=CC(=C2C1=O)F)N1C(C(NC(C1([2H])[2H])([2H])[2H])([2H])[2H])([2H])[2H])=O)=O 2-(2,6-dioxopiperidin-3-yl)-4-fluoro-7-(piperazin-1-yl-2,2,3,3,5,5,6,6-d8)isoindoline-1,3-dione